2-(1-(fluoromethyl)-2-oxabicyclo[2.1.1]hexan-4-yl)-7-methoxy-N-(6-methoxypyridin-2-yl)imidazo[1,2-a]pyridine-6-carboxamide FCC12OCC(C1)(C2)C=2N=C1N(C=C(C(=C1)OC)C(=O)NC1=NC(=CC=C1)OC)C2